COC=1C2=C(N=C(N1)NC1CCC3(CCO3)CC1)NC=C2C=2C=CC1=C(N(N=N1)C)C2 4-methoxy-5-(1-methyl-1H-benzo[d][1,2,3]triazol-6-yl)-N-((4r,7r)-1-oxaspiro[3.5]nonan-7-yl)-7H-pyrrolo[2,3-d]pyrimidin-2-amine